1-methyl-6-tert-butyl-2(1H)-quinoxalinone CN1C(C=NC2=CC(=CC=C12)C(C)(C)C)=O